CC(CCCCC)CCCCCCCCCC 6-methylhexadecane